COC(=O)C=1N=NC2=CC=CC=C2C1 Cinnoline-3-carboxylic acid methyl ester